azulenecaffeic acid C1(=CC=C2C=CC=CC=C12)C1=CC(=C(C=C1/C=C/C(=O)O)O)O